Ethyl 1-[(4-{3-azabicyclo[3.1.0]hexan-3-yl}-5-cyano-2-methylphenyl)methyl]-1H-pyrazole-4-carboxylate C12CN(CC2C1)C1=CC(=C(C=C1C#N)CN1N=CC(=C1)C(=O)OCC)C